6-(6-(difluoromethoxy)pyridin-3-yl)-N-((2-fluoro-5-methoxypyridin-3-yl)methoxy)-N-methylpyrazine-2-carboxamide FC(OC1=CC=C(C=N1)C1=CN=CC(=N1)C(=O)N(C)OCC=1C(=NC=C(C1)OC)F)F